5-(4-(dimethoxymethyl)piperidin-1-yl)indoline Sodium cyanoborohydride C(#N)[BH3-].[Na+].COC(C1CCN(CC1)C=1C=C2CCNC2=CC1)OC